COC(N[C@H](C(=O)NC=1C(N(C=CC1)CC1=NC2=C(N1)C=C(C=C2)OC2=C(C=C(C=C2)F)F)=O)CC\C=C\C(=O)N(C)C)=O Methyl-(S,E)-(1-((1-((6-(2,4-difluorophenoxy)-1H-benzo[d]imidazol-2-yl)methyl)-2-oxo-1,2-dihydropyridin-3-yl)amino)-7-(dimethylamino)-1,7-dioxohept-5-en-2-yl)carbamat